1-(2,5-dichlorophenyl)-3-[1-(3,5-difluorophenyl)-5-oxopyrrolidin-3-yl]thiourea ClC1=C(C=C(C=C1)Cl)NC(=S)NC1CN(C(C1)=O)C1=CC(=CC(=C1)F)F